CC(C(=O)OCC(C)(C1=CC(=C(C=C1)F)Cl)NSC(NC1=C(C(=CC=C1)CNC=1OC(=NN1)C)N)=O)(C)C 2-{[(2-amino-3-{[(5-methyl-1,3,4-oxadiazol-2-yl) amino] methyl} phenyl) carbamoylthio] amino}-2-(3-chloro-4-fluorophenyl)-propyl 2,2-dimethylpropionate